tert-butyl [(3-methylpiperidin-4-yl)methyl]carbamate CC1CNCCC1CNC(OC(C)(C)C)=O